C1C(CC12CCNCC2)OC2=C(CNC(=O)[C@H]1N(C[C@@H](C1)O)C([C@H](C(C)(C)C)NC(=O)C1(CC1)F)=O)C=CC(=C2)C2=C(N=CS2)C (2S,4R)-N-(2-((7-azaspiro[3.5]nonan-2-yl)oxy)-4-(4-methylthiazol-5-yl)benzyl)-1-((S)-2-(1-fluorocyclopropane-1-carboxamido)-3,3-dimethylbutyryl)-4-hydroxypyrrolidine-2-carboxamide